1-(4-bromophenyl)-4-chloro-5-fluoro-1H-benzo[d][1,2,3]triazole BrC1=CC=C(C=C1)N1N=NC2=C1C=CC(=C2Cl)F